1-(5-(tert-butyl)thiazol-2-yl)-3-(2-(methylthio)-4-((3-oxo-3,4-dihydropyrido[2,3-b]pyrazin-8-yl)oxy)phenyl)urea C(C)(C)(C)C1=CN=C(S1)NC(=O)NC1=C(C=C(C=C1)OC1=CC=NC=2NC(C=NC21)=O)SC